OC=1C=C(C=CC1C1=C(C(=O)N)C=CC(=C1)N)C1=CC(=C(C=C1)C1=C(C(=O)N)C=CC(=C1)N)O (3,3'-dihydroxy-[1,1'-biphenyl]-4,4'-diyl)bis(4-aminobenzamide)